3,4-dihydroxyphenyl-ethylamine OC=1C=C(C=CC1O)NCC